C(C)C(C(=O)[O-])CCCC.C(C)C(C(=O)[O-])CCCC.[Fe+2] iron (II) bis(2-ethylhexanoate)